Ethyl 2-({[2-chloro-5-(trifluoromethyl)phenyl]carbamoyl}oxy)acetate ClC1=C(C=C(C=C1)C(F)(F)F)NC(=O)OCC(=O)OCC